BrC1=CC(=C2C(C(=NN(C2=C1)C1=CC=C(C=C1)OC(F)(F)F)C(=O)OCC)=O)S(=O)(=O)C ethyl 7-bromo-5-methylsulfonyl-4-oxo-1-[4-(trifluoromethoxy)phenyl]cinnoline-3-carboxylate